C(#N)C(C(C1=C(C=CC=C1)C#N)C1=C(C#N)C=CC=C1)C 2-[2-cyano-1-(2-cyanophenyl)-2-methylethyl]benzonitrile